tert-butyl (2R,5S)-2-[[3,5-bis(trifluoromethyl)phenyl]carbamoyl]-5-[[2-(4-chloro-3-fluoro-phenoxy)acetyl]amino]piperidine-1-carboxylate FC(C=1C=C(C=C(C1)C(F)(F)F)NC(=O)[C@@H]1N(C[C@H](CC1)NC(COC1=CC(=C(C=C1)Cl)F)=O)C(=O)OC(C)(C)C)(F)F